5-chloro-2-(4-methylthiazol-5-yl)-4-[2-(trifluoromethyl)piperazin-1-yl]-1H-pyrimidin-6-one ClC1=C(N=C(NC1=O)C1=C(N=CS1)C)N1C(CNCC1)C(F)(F)F